C(C1=CC=CC=C1)C=1N(C(OC1)=S)C(CCC=C)=O (S)-1-(4-benzyl-2-thioxooxazolin-3-yl)pent-4-en-1-one